C(C)N1CCN(CC1)CC1=CC=C(C=C1)B(O)O 4-[(4-ethylpiperazin-1-yl)methyl]phenylboronic acid